FC=1C(=NC(=NC1)NC1=CC=C(C=C1)OCCOC)NCCNC(OC(C)(C)C)=O tert-butyl (2-((5-fluoro-2-((4-(2-methoxyethoxy)phenyl)amino)pyrimidin-4-yl)amino)ethyl)carbamate